OC(CC)CCCCCC 3-hydroxynonane